CN1C(NCC1=O)=S 3-methyl-2-thio-Hydantoin